(2-(allyloxy) phenyl) carbonate C(OC1=C(C=CC=C1)OCC=C)([O-])=O